4-butylmorpholine C(CCC)N1CCOCC1